3,5-Dichlorobenzyl 4-((4-(1H-imidazol-5-yl)piperidin-1-yl)methyl)piperidine-1-carboxylate N1C=NC=C1C1CCN(CC1)CC1CCN(CC1)C(=O)OCC1=CC(=CC(=C1)Cl)Cl